FC1=CC(=C(C=C1)N(/C(/C(=O)OC)=C/C(=O)OC)C)C dimethyl 2-((4-fluoro-2-methylphenyl)(methyl)amino)maleate